C(C=CCCCCCCCC)(=O)OCC1=CC=CC=C1 benzyl undecenoate